1-(4-(bromomethyl)phenyl)-5-methyl-3-(trifluoromethyl)-1H-pyrazole BrCC1=CC=C(C=C1)N1N=C(C=C1C)C(F)(F)F